tert-butyl 6'-((7-chloro-2,6-naphthyridin-1-yl)ethynyl)-2'-oxospiro[cyclobutane-1,3'-indoline]-1'-carboxylate ClC1=NC=C2C=CN=C(C2=C1)C#CC1=CC=C2C3(C(N(C2=C1)C(=O)OC(C)(C)C)=O)CCC3